COCC1OCOC1COC 4,5-dimethoxymethyl-1,3-dioxolane